(R,E)-4-(3H-[1,2,3]triazolo[4,5-b]pyridin-3-yl)-2-fluoro-N-(3-(4-hydroxybut-1-en-1-yl)-4-methylpyridin-2-yl)-N-(piperidin-3-yl)benzamide N1=NN(C2=NC=CC=C21)C2=CC(=C(C(=O)N([C@H]1CNCCC1)C1=NC=CC(=C1\C=C\CCO)C)C=C2)F